oxo-1-({[(1s,4s)-4-{2-[3-(tert-butoxy)-3-oxopropoxy]-6-fluorophenyl}cyclohexyl]oxy} methyl)-9-oxa-2,6-diazaspiro[4.5]decane-2-carboxylate O=C1N(C(C2(C1)NCCOC2)COC2CCC(CC2)C2=C(C=CC=C2F)OCCC(=O)OC(C)(C)C)C(=O)[O-]